3-methoxy-4-(methoxycarbonyl)benzoic acid COC=1C=C(C(=O)O)C=CC1C(=O)OC